5-((Diphenylmethylene)amino)-3,4-dihydropyrrolo[1,2-c]pyrimidin-1(2H)-one C1(=CC=CC=C1)C(C1=CC=CC=C1)=NC=1C=CN2C(NCCC21)=O